NC(C(=O)O)CCCC(C(=O)O)N 2,6-Diaminopimelic Acid